C(#N)C1=CC=C2C(=CNC2=C1)CN1CCN(CC1)CCNC(OC(C)(C)C)=O Tert-butyl (2-(4-((6-cyano-1H-indol-3-yl)methyl)piperazin-1-yl)ethyl)carbamate